tert-butyl (R)-(cyclobutylmethyl)(1-(6-((5-(5-methoxypyridin-3-yl)-4H-1,2,4-triazol-3-yl)methyl)pyridazin-3-yl)piperidin-3-yl)carbamate C1(CCC1)CN(C(OC(C)(C)C)=O)[C@H]1CN(CCC1)C=1N=NC(=CC1)CC1=NN=C(N1)C=1C=NC=C(C1)OC